S(=O)(=O)(O)C(C(=O)OCCC(O)CCC(=O)O)CC(=O)[O-] carboxyethylhydroxypropyl sulfosuccinate